2-(5-(dibenzothiophen-4-yl)-1,1'-biphenyl-3-yl)-4-(9,9-dimethylfluorene-2-yl)-6-phenyl-1,3,5-triazine C1=CC=C(C=2SC3=C(C21)C=CC=C3)C=3C=C(C=C(C3)C3=CC=CC=C3)C3=NC(=NC(=N3)C3=CC=2C(C1=CC=CC=C1C2C=C3)(C)C)C3=CC=CC=C3